O=C1CN(CCCN1)C(=O)OCC1=CC=CC=C1 benzyl 3-oxo-1,4-diazepane-1-carboxylate